1,2-hexadecandiol C(C(CCCCCCCCCCCCCC)O)O